CC=1C(=NC=CC1)CN1N=C(N=C1)C(=O)OC methyl 1-[(3-methyl-2-pyridinyl) methyl]-1,2,4-triazole-3-carboxylate